2-(4-methoxyphenyl)-2,3-dihydroquinazolin-4(1H)-one COC1=CC=C(C=C1)C1NC2=CC=CC=C2C(N1)=O